tetramethyltetravinylcyclotetrasiloxane C[Si]1(O[Si](O[Si](O[Si](O1)(C)C=C)(C)C=C)(C)C=C)C=C